CN1N=CCCC1=O 2-methyl-4,5-dihydropyridazin-3-one